(2-ethyl-6-(4-(2-(3-hydroxyazetidin-1-yl)-2-oxoethyl)piperazin-1-yl)-8-methylimidazo[1,2-a]pyridin-3-yl)(methylamino)-4-(4-fluorophenyl)thiazole-5-carbonitrile C(C)C=1N=C2N(C=C(C=C2C)N2CCN(CC2)CC(=O)N2CC(C2)O)C1S1C(=NC(=C1C#N)C1=CC=C(C=C1)F)NC